BrC=1C(=CC=C2C(=C(C=NC12)C(=O)OCC)N(C)C)F ethyl 8-bromo-4-(dimethylamino)-7-fluoroquinoline-3-carboxylate